[Am+3].C(C=C)(=O)NNC(=O)C=1C=CC2=C(N=C3C=C(C=CC3=C2C1)C1=CC=CC2=CC=CC(=C12)Cl)N1CC(C1)OC N'-acryloyl-3-(8-chloronaphthalene-1-yl)-6-(3-methoxyazetidin-1-yl)phenanthridine-9-carbohydrazide americium(III)